BrC=1C=C(C(=NC1N)C1=CC=C(C=C1)F)C1=CC(=NC(=C1)C)Cl 5-bromo-2'-chloro-2-(4-fluorophenyl)-6'-methyl-[3,4'-bipyridin]-6-amine